(±)-1-(8-Fluoro-6-(5-fluoro-2-((5-(piperazin-1-yl)pyridin-2-yl)amino)pyrimidin-4-yl)-2-methylquinolin-4-yl)ethan-1-ol hydrochloride Cl.FC=1C=C(C=C2C(=CC(=NC12)C)[C@@H](C)O)C1=NC(=NC=C1F)NC1=NC=C(C=C1)N1CCNCC1 |r|